NC1(N(CCC(C1)C1=CC=C(C=C1)N)CNC(=O)OC(C)(C)C)C1=CC=CC=C1 aminophenyl-4-p-aminophenyl(tert-butoxycarbonyl)aminomethylpiperidine